OC1=CC=2N(C3=CC=CC=C13)C=C(N2)C(=O)OCC ethyl 5-hydroxyimidazo[1,2-a]quinoline-2-carboxylate